(E)-2-methoxy-4-(3-((3-methylbenzyl)amino)-3-oxoprop-1-en-1-yl)phenylisobutyrate COC1=C(C=CC(=C1)\C=C\C(=O)NCC1=CC(=CC=C1)C)OC(C(C)C)=O